(S)-4-ethoxy-2-(3-(methylamino)pyrrolidin-1-yl)-N-(2-methylimidazo[1,2-a]pyridin-6-yl)pyrimidine-5-carboxamide formate salt C(=O)O.C(C)OC1=NC(=NC=C1C(=O)NC=1C=CC=2N(C1)C=C(N2)C)N2C[C@H](CC2)NC